6-(2,6-difluorophenyl)-5-(thiophen-2-yl)-3,4-dihydropyridin-2(1H)-one FC1=C(C(=CC=C1)F)C1=C(CCC(N1)=O)C=1SC=CC1